C6-hydroxy-1-tetralone OC=1C=C2CCCC(C2=CC1)=O